benzotriazolyl-styrene N1N=NC2=C1C=CC=C2C=CC2=CC=CC=C2